N12CCCN=C2NCCC1 1,5,7-triazabicyclo[4.4.0]Deca-5-en